CN1C(C(=C(C=C1)C)C)=O 1,3,4-trimethyl-1,2-dihydropyridine-2-one